(3-chloro-7-(2-fluoro-6-(trifluoromethyl)phenyl)isoquinolin-1-yl)-2-fluorobenzonitrile ClC=1N=C(C2=CC(=CC=C2C1)C1=C(C=CC=C1C(F)(F)F)F)C=1C(=C(C#N)C=CC1)F